C(C)(C)(C)OC(=O)N1N=C2C(=C1C(=O)O)CNC2 (tert-Butoxycarbonyl)-2,4,5,6-tetrahydro-pyrrolo[3,4-c]pyrazole-3-carboxylic acid